dihydro-2H,6H-[1,4]thiazepino[2,3,4-ij]quinazolin S1CCCN2CN=CC3=CC=CC1=C23